BrC=1C(=NN(C1C=1C=NC(=CC1)F)C1=C(C=CC=C1)F)OCC(=O)O {[4-Bromo-1-(2-fluorophenyl)-5-(6-fluoropyridin-3-yl)-1H-pyrazol-3-yl]oxy}acetic acid